BrC1=C(C=CC=C1)C1(COCC1)C#N 3-(2-bromophenyl)oxolane-3-carbonitrile